(3-([1,1'-Biphenyl]-2-ylethynyl)-1H-pyrazolo[3,4-b]pyridin-5-yl)(2,8-diazaspiro[4.5]decan-2-yl)methanone C1(=C(C=CC=C1)C#CC1=NNC2=NC=C(C=C21)C(=O)N2CC1(CC2)CCNCC1)C1=CC=CC=C1